2-ethyl-5-((3-fluorobenzyl)oxy)benzofuran-3-carboxylic acid methyl ester COC(=O)C1=C(OC2=C1C=C(C=C2)OCC2=CC(=CC=C2)F)CC